3-[3,3-difluoro-1-[3-(4,4,5,5-tetramethyl-1,3,2-dioxaborolan-2-yl)phenyl]cyclobutyl]-4-methyl-4H-1,2,4-triazole FC1(CC(C1)(C1=CC(=CC=C1)B1OC(C(O1)(C)C)(C)C)C1=NN=CN1C)F